5-cyclopentadienylmethylphenylsilane titanium (II) [Ti+2].C1(C=CC=C1)CC=1C=CC=C(C1)[SiH3]